2,2-Bis(4-aminocyclohexyl)butane NC1CCC(CC1)C(C)(CC)C1CCC(CC1)N